C(C1=CC=CC=C1)OC([C@](C)(NC1=CC=CC=C1)C#N)=O |r| racemic-2-cyano-2-(phenylamino)propionic acid benzyl ester